2,4,8,10-tetraoxaspiro-(5.5)-undecane C1OCOCC12COCOC2